N-(2,2-difluoro-2-phenylethyl)-2-methyl-5-[(pyridin-2-yl)methoxy]-2H-indazole-3-carboxamide FC(CNC(=O)C=1N(N=C2C=CC(=CC12)OCC1=NC=CC=C1)C)(C1=CC=CC=C1)F